BrC=1C=C(C=C(C1C)F)NC(C)=O N-(3-bromo-5-fluoro-4-methyl-phenyl)acetamide